FC1=CC=C(\C=N\NC(=O)C=2OC3=C(C2C)C(=CC=C3)O)C=C1 (E)-N'-(4-fluorobenzylidene)-4-hydroxy-3-methylbenzofuran-2-carbohydrazide